COCCN(C=1N=C(C2=C(N1)C(=NC(=N2)N(CCOC)CCOC)N2CCC(CC2)OC)NCC=2OC(=CC2)C)CCOC N2,N2,N6,N6-tetrakis(2-methoxyethyl)-8-(4-methoxypiperidin-1-yl)-N4-((5-methylfuran-2-yl)methyl)pyrimido[5,4-d]pyrimidine-2,4,6-triamine